O=C1N(C=CC=C1C(=O)[O-])CCN1CC(C1)OC(F)(F)F.[Li+] lithium (1+) 2-oxo-1-{2-[3-(trifluoromethoxy)azetidin-1-yl]ethyl}-1,2-dihydropyridine-3-carboxylate